methyl 2-(1-(adamantan-1-ylmethyl)-5-methyl-1H-pyrazol-4-yl)-7-((2-(benzo[d]thiazol-2-ylcarbamoyl) phenyl) amino)-6-methylpyrazolo[5,1-b]thiazole-3-carboxylate C12(CC3CC(CC(C1)C3)C2)CN2N=CC(=C2C)C2=C(N3C(S2)=C(C(=N3)C)NC3=C(C=CC=C3)C(NC=3SC2=C(N3)C=CC=C2)=O)C(=O)OC